ClC=1C(=CC(=C(C1)NC(=S)N1C2CCC1CC=1C(=NC=CC12)F)F)C(F)(F)F (±)-N-(5-chloro-2-fluoro-4-(trifluoromethyl)phenyl)-1-fluoro-6,7,8,9-tetrahydro-5H-5,8-epiminocyclohepta[c]pyridine-10-carbothioamide